BrCC=CC1=CC=CC2=CC=CC=C12 (3-bromopropenyl)naphthalene